BrC1=CN(C=2N=CC=C(C21)NCC2=NC=CC(=N2)N2C[C@H](N[C@H](C2)C)C)S(=O)(=O)C2=CC=C(C)C=C2 3-Bromo-N-((4-((3R,5S)-3,5-dimethylpiperazin-1-yl)pyrimidin-2-yl)methyl)-1-tosyl-1H-pyrrolo[2,3-b]pyridin-4-amine